Ethyl (5-bromo-2-cyanophenyl)carbamate BrC=1C=CC(=C(C1)NC(OCC)=O)C#N